C(C)[NH+]1CCC(C1)CC 1,4-bisethylpyrrolidinium